OC(C[C@H](N)C(=O)O)CO 4,5-dihydroxynorvaline